methyl-3-cyclohexen CC1CC=CCC1